[N].[Fe] iron compound with nitrogen